2-carbonyl-4-[hydroxy(methyl)phosphoryl]-butyric acid C(=O)=C(C(=O)O)CCP(=O)(C)O